C(C)(C)(C)S(=O)(=O)C1=C(C(=C(C=C1CCCCC)O)C1=C(C=CC(=C1)C)C(=C)C)O 3-(tert-butylsulfonyl)-5'-methyl-4-pentyl-2'-(prop-1-en-2-yl)-[1,1'-biphenyl]-2,6-diol